(S)-3-amino-4-(3,4-dichlorophenyl)butyric acid N[C@H](CC(=O)O)CC1=CC(=C(C=C1)Cl)Cl